Triethylammonium tetrakis(pentafluorophenyl)borate FC1=C(C(=C(C(=C1[B-](C1=C(C(=C(C(=C1F)F)F)F)F)(C1=C(C(=C(C(=C1F)F)F)F)F)C1=C(C(=C(C(=C1F)F)F)F)F)F)F)F)F.C(C)[NH+](CC)CC